FC(C1(C=C(C=CC1(N)N)C1=CC=CC=C1)C(F)(F)F)(F)F 3,3-bis(trifluoromethyl)-[1,1-biphenyl]-4,4-diamine